4-{[(2S)-3-methylbutan-2-yl]amino}-2-(methylsulfanyl)pyrimidine-5-carbaldehyde CC([C@H](C)NC1=NC(=NC=C1C=O)SC)C